(R)-2-(((tert-butoxycarbonyl) ((R)-1-(naphthalen-1-yl) ethyl) amino) methyl)-2H-benzopyran-4-yl trifluoromethanesulfonate FC(S(=O)(=O)OC1=C[C@@H](OC2=C1C=CC=C2)CN([C@H](C)C2=CC=CC1=CC=CC=C21)C(=O)OC(C)(C)C)(F)F